3-carbamoylbicyclo[2.2.1]heptane-2-carboxylic acid C(N)(=O)C1C(C2CCC1C2)C(=O)O